COC1=C(OC=2C=C(C=CC2)C2OCCO2)C=CC=C1 2-(3-(2-methoxyphenoxy)phenyl)-1,3-dioxolane